ClC1=CC(=CC(=N1)NC(=O)[C@H]1[C@H]2C[C@@H]([C@@H]([C@@H]1C1=CC(=CC=C1)C(F)(F)F)O2)O)C(F)(F)F |r| rac-(1r,2r,3s,4r,5s)-N-(6-chloro-4-(trifluoromethyl)pyridin-2-yl)-5-hydroxy-3-(3-(trifluoromethyl)phenyl)-7-oxabicyclo[2.2.1]heptane-2-carboxamide